CC1=CC(=C(C=C1)C=1N=C2N(C=CN=C2)C1NC=1C=C(C=CC1)C(=O)N1CCCCC1)S [3-[[2-(4-methyl-sulfanylphenyl)imidazo[1,2-a]pyrazin-3-yl]amino]phenyl]-piperidin-1-ylmethanone